4-[(trans-4-{2,5-dioxo-3-[5-(trifluoromethyl)-3-pyridinyl]-1-imidazolidinyl}cyclohexyl)oxy]-6-quinazolinecarbonitrile O=C1N(C(CN1C=1C=NC=C(C1)C(F)(F)F)=O)[C@@H]1CC[C@H](CC1)OC1=NC=NC2=CC=C(C=C12)C#N